COC1=CC=C(C=C1)NC(=O)C1=NN(C(C=C1C)=O)C1=CC(=C(C=C1)OC1=CC=NC2=CC(=C(C=C12)OC)OC)F N-(4-methoxyphenyl)-1-[4-(6,7-dimethoxyquinolin-4-yloxy)-3-fluorophenyl]-4-methyl-6-oxo-1,6-dihydropyridazine-3-carboxamide